4,7-dimethyl-1,3-dihydrobenzo[c]selenophene-2-oxide CC1=CC=C(C=2C[Se](CC21)=O)C